CC=1N=C(SC1)CNC(=O)[C@@H]1CN(CC[C@H]1NC(=O)C1=NOC(=C1)C1=C(C=C(C=C1)F)F)C1CCCCC1 |o1:10,15| (3R*,4R*)-1-Cyclohexyl-4-{[5-(2,4-difluoro-phenyl)-isoxazole-3-carbonyl]-amino}-piperidine-3-carboxylic acid (4-methyl-thiazol-2-ylmethyl)-amide